2-Chloro-5-{[(2,2-dimethylpropanoyl)amino]methyl}-N-[1-(2-methylpyridin-3-yl)-1H-indazol-4-yl]benzamide ClC1=C(C(=O)NC2=C3C=NN(C3=CC=C2)C=2C(=NC=CC2)C)C=C(C=C1)CNC(C(C)(C)C)=O